N1=CC(=CC=C1)S(=O)(=S)N thiopyridine-3-sulfonamide